C1(CC1)C1=CC=C(C=C1)N1C(N(C2=C1C=NC=C2)C=2C=C(C=CC2)NC(C=C)=O)=O N-(3-(3-(4-cyclopropylphenyl)-2-oxo-2,3-dihydro-1H-imidazo[4,5-c]pyridin-1-yl)phenyl)acrylamide